C(C)(C)(C)OC(=O)N1CCN(CC1)C=1C2=C(N=CN1)[C@@H](C[C@H]2C)O 4-[(5R,7R)-7-hydroxy-5-methyl-6,7-dihydro-cyclopenta[d]pyrimidin-4-yl]piperazine-1-carboxylic acid tert-butyl ester